C(C(C)C)(=O)OC[C@H]1O[C@H]([C@]([C@@H]1O)(C)F)C1=CN=C2C(=NC=NN21)N ((2R,3R,4R,5S)-5-(4-aminoimidazo[2,1-f][1,2,4]triazin-7-yl)-4-fluoro-3-hydroxy-4-methyltetrahydrofuran-2-yl)methyl isobutyrate